CC1=NN=NN1C (Z-methyl)-1-methyl-tetrazol